FC1=C(C(=CC2=C1CCCCC2=O)F)CC(C(=O)O)(C)C.FC=2C=CC(=C(C2)N\N=C/C=C2C(OC(OC2=O)(C)C)=O)OC (Z)-5-(2-(2-(5-fluoro-2-methoxyphenyl)hydrazineylidene)ethylidene)-2,2-dimethyl-1,3-dioxane-4,6-dione 1,3-Difluoro-5-oxo-6,7,8,9-tetrahydro-5H-benzo[7]annulen-2-yl-pivalate